C(#N)C=1C(=CC(=NC1N1[C@H](CC1)C([2H])([2H])[2H])N1C[C@@H]2C([C@@H]2C1)CC(=O)O)C(F)(F)F 2-((1R,5S,6R)-3-(5-cyano-6-((S)-2-(methyl-d3)azetidine-1-yl)-4-(trifluoromethyl)pyridin-2-yl)-3-azabicyclo[3.1.0]hexan-6-yl)acetic acid